OCCCCNC=1C=2CCCCC2N=C2C=CC(=CC12)C1=CC(=NC=C1)C1(CC1)C(=O)N (4-{9-[(4-hydroxybutyl)amino]-5,6,7,8-tetrahydroacridin-2-yl}pyridin-2-yl)cyclopropanecarboxamide